6-bromo-2-fluoro-4-methylpyridin-3-amine BrC1=CC(=C(C(=N1)F)N)C